C(C1=CN=CC=C1)(=O)O[C@](C(=O)NC1=CC(=C(C=C1)C#N)C(F)(F)F)(COC1=CC=C(C=C1)C#N)C (S)-1-((4-cyano-3-(trifluoromethyl) phenyl) amino)-3-(4-cyanophenoxy)-2-methyl-1-oxoprop-2-yl nicotinate